FC1(CCN(CC1)C1=CC=CC=2N(C(=NC21)OC)C(=O)NCCC(C)C)F 4-(4,4-Difluoropiperidin-1-yl)-N-isopentyl-2-methoxy-1H-benzo[d]imidazole-1-carboxamide